N4-(2-(1H-indol-3-yl)ethyl)-N2-(2-aminoethyl)-6,7-dimethoxyquinazoline-2,4-diamine N1C=C(C2=CC=CC=C12)CCNC1=NC(=NC2=CC(=C(C=C12)OC)OC)NCCN